ClC1=CC(=C2C(=N1)SC(=N2)NC(OC(C)(C)C)=O)C tert-Butyl (5-chloro-7-methylthiazolo[5,4-b]pyridin-2-yl)carbamate